4-((3,4-dihydroquinolin-1(2H)-yl)sulfonyl)-N-ethyl-N-phenylbenzamide N1(CCCC2=CC=CC=C12)S(=O)(=O)C1=CC=C(C(=O)N(C2=CC=CC=C2)CC)C=C1